[C-]1(C=CC=C1)CO.[C-]1(C=CC=C1)CO.[Fe+2] 1'-ferrocenedimethanol